ethyl (E)-3-(5-(6-(N-(1-cyanocyclopropyl)sulfamoyl)-4-(4-isobutyrylpiperazin-1-yl)-2H-indazol-2-yl)-1,3,4-thiadiazol-2-yl)acrylate C(#N)C1(CC1)NS(=O)(=O)C=1C=C(C2=CN(N=C2C1)C1=NN=C(S1)/C=C/C(=O)OCC)N1CCN(CC1)C(C(C)C)=O